C(C)(C)(C)P(C(C)(C)C)C(C)(C)C tri-tertButyl-phosphine